13C-Pyruvate C[13C](=O)C(=O)O